C(CCCCCCCC\C=C\CCCCC)=O trans-10-hexadecenealdehyde